4-[(3-methanesulfonylpyridin-2-yl)amino]-N-(2H3)methyl-6-[(1R,2R)-2-methylcyclopropaneamido]pyridazine-3-carboxamide CS(=O)(=O)C=1C(=NC=CC1)NC1=C(N=NC(=C1)NC(=O)[C@H]1[C@@H](C1)C)C(=O)NC([2H])([2H])[2H]